The molecule is an octadecenoyl-CoA that results from the formal condensation of the thiol group of coenzyme A with the carboxy group of (11Z)-octadecenoic acid. It derives from a cis-vaccenic acid. It is a conjugate acid of an (11Z)-octadecenoyl-CoA(4-). CCCCCC/C=C\\CCCCCCCCCC(=O)SCCNC(=O)CCNC(=O)[C@@H](C(C)(C)COP(=O)(O)OP(=O)(O)OC[C@@H]1[C@H]([C@H]([C@@H](O1)N2C=NC3=C(N=CN=C32)N)O)OP(=O)(O)O)O